t-butyl-peroxy isopropenyl-cumyl peroxide C(=C)(C)CC(C)(C1=CC=CC=C1)OOOOC(C)(C)C